O=C1NCC[C@@]12CC1=CC=C(C=C1C2)C(=O)OC methyl (S)-2'-oxo-1,3-dihydrospiro[indene-2,3'-pyrrolidine]-5-carboxylate